C(=O)(O)[C@H](O)[C@@H](O)C(=O)O.CC(C[C@H](C)N)(C)C (S)-4,4-dimethyl-2-pentylamine L-tartrate